FC1=CC=C(C=C1)PC1=CC=CC=C1.[Cl] chlorine (4-fluorophenyl)(phenyl)phosphine